ClC1=CC=C(C(=N1)C(=O)O)N[C@H](C)C1=C2N=C(C(=NC2=CC(=C1)C)C#N)N1C(CN(CC1)C1=CC=C(C=C1)C#N)C 6-chloro-3-(((1R)-1-(2-cyano-3-(4-(4-cyanophenyl)-2-methylpiperazin-1-yl)-7-methylquinoxalin-5-yl)ethyl)amino)picolinic acid